Chromene-5-ol O1CC=CC=2C(=CC=CC12)O